OC(COC1=CC(=C(C=C1)C1=NC(=NC(=N1)C1=C(C=C(C=C1)C)C)C1=C(C=C(C=C1)C)C)O)CCCCCCCCCCCCC 2-[4-[(2-hydroxy-3-dodecylpropyl)oxy]-2-hydroxyphenyl]-4,6-bis(2,4-dimethylphenyl)-1,3,5-triazine